manganese tetrakis(boronophenyl)porphyrin B(O)(O)C1=C(C=CC=C1)C1=C2C=CC(C(=C3C=CC(=C(C=4C=CC(=C(C5=CC=C1N5)C5=C(C=CC=C5)B(O)O)N4)C4=C(C=CC=C4)B(O)O)N3)C3=C(C=CC=C3)B(O)O)=N2.[Mn]